(3-((5-ethoxy-2-methyl-5-oxopentyl)amino)-4-nitrobenzyl)piperazine-1-carboxylic acid tert-butyl ester C(C)(C)(C)OC(=O)N1C(CNCC1)CC1=CC(=C(C=C1)[N+](=O)[O-])NCC(CCC(=O)OCC)C